tert-butyl 4-(4-chloro-6-(5-chloropyrazolo[1,5-a]pyridin-3-yl)pyridin-2-yl)piperazine-1-carboxylate ClC1=CC(=NC(=C1)C=1C=NN2C1C=C(C=C2)Cl)N2CCN(CC2)C(=O)OC(C)(C)C